N1(CCCC1)C(=O)C=1C=C2C=CC=C(C2=CC1)C=1C=C2C=NNC(C2=CC1)=O 6-(6-(pyrrolidine-1-carbonyl)naphthalen-1-yl)phthalazin-1(2H)-one